Hydroxyethyl p-phenylenediamine sulphate S(=O)(=O)(O)O.OCCNC1=CC=C(C=C1)N